(2-((3-ethoxy-5-isopropoxy-benzyl)amino)pyrimidin-5-yl)(6-oxa-1-azaspiro[3.3]hept-1-yl)methanone C(C)OC=1C=C(CNC2=NC=C(C=N2)C(=O)N2CCC23COC3)C=C(C1)OC(C)C